OC=1C(C=2C=CC(=C3C=CC=C(C1)C23)C2=CC(=CC=C2)[N+](=O)[O-])=O 2-Hydroxy-7-(3-nitrophenyl)-1H-phenalen-1-one